((2R,4S)-2-(2,5-difluorophenyl)-4-fluoropyrrolidin-1-yl)-7-fluoro-8-(1-(piperidin-4-yl)-1H-pyrazol-4-yl)-1,5-naphthyridine FC1=C(C=C(C=C1)F)[C@@H]1N(C[C@H](C1)F)C1=NC2=C(C(=CN=C2C=C1)F)C=1C=NN(C1)C1CCNCC1